[F-].[Zr+4].[F-].[F-].[F-] zirconium fluoride Salt